C(C)(C)[C@H]1[C@@H](C[C@@H](CC1)C)C(=O)NC1=CC=C(C=C1)OC (1R,2S,5R)-2-Isopropyl-N-(4-methoxyphenyl)-5-methylcyclohexanecarboxamide